(S)-6-(3-ethyl-4-phenylpyrrolidine-1-carbonyl)pyrazin-2(1H)-one C(C)[C@@H]1CN(CC1C1=CC=CC=C1)C(=O)C1=CN=CC(N1)=O